[(1S,3R,6S,8R,11S,12S,15R,16R)-7,7,12,16-tetramethyl-15-[(2R)-6-methylhept-5-en-2-yl]-6-pentacyclo[9.7.0.01,3.03,8.012,16]octadecanyl] (E)-3-(4-hydroxy-3-methoxyphenyl)prop-2-enoate OC1=C(C=C(C=C1)/C=C/C(=O)O[C@H]1CC[C@]23C[C@]24CC[C@@]2([C@H](CC[C@]2([C@@H]4CC[C@H]3C1(C)C)C)[C@H](C)CCC=C(C)C)C)OC